BrC/C=C/C(=O)N1CC(C1)C(=O)N1CCC(CC1)N1N=CC(=C1)C=1C=C(C=2N(C1)N=CC2C#N)OC (E)-6-(1-(1-(1-(4-bromobut-2-enoyl)azetidine-3-carbonyl)piperidin-4-yl)-1H-pyrazol-4-yl)-4-methoxypyrazolo[1,5-a]pyridine-3-carbonitrile